4-bromo-5-[4-(2-methyl-1H-benzimidazole-4-carbonyl)-piperazin-1-yl]-benzofuran-2-carboxylic acid BrC1=C(C=CC2=C1C=C(O2)C(=O)O)N2CCN(CC2)C(=O)C2=CC=CC=1NC(=NC12)C